CC=1N=C(SC1C)NC(=O)C=1C=C(C=CC1[N+](=O)[O-])N(C(OC(C)(C)C)=O)C tert-butyl (3-((4,5-dimethylthiazol-2-yl)carbamoyl)-4-nitrophenyl)(methyl)carbamate